3-fluoro-N-{2-[5-(pyridin-2-yl)-2H-pyrazolo[3,4-b]pyridin-2-yl]pyridin-4-yl}azetidine FC1CN(C1)C1=CC(=NC=C1)N1N=C2N=CC(=CC2=C1)C1=NC=CC=C1